ClC=1C=C2C(=NC=NC2=CC1C1=C(C=CC(=N1)N)C(F)(F)F)N1[C@H](CNCC1)C 6-[6-chloro-4-[(2S)-2-methylpiperazin-1-yl]quinazolin-7-yl]-5-(trifluoromethyl)pyridin-2-amine